2-(((2S)-1-(1H-1,2,4-triazol-1-yl)propan-2-yl)oxy)benzonitrile hydrochloride Cl.N1(N=CN=C1)C[C@H](C)OC1=C(C#N)C=CC=C1